6-oxo-2-azaspiro[3.3]Heptane-2-carboxylic acid tert-butyl ester C(C)(C)(C)OC(=O)N1CC2(C1)CC(C2)=O